8-(2,2-Dimethylpropyl)-2-{[(1S)-1-{4-[(4-hydroxypiperidin-1-yl)carbonyl]phenyl}ethyl]amino}pyrido[2,3-d]pyrimidin-7(8H)-on CC(CN1C(C=CC2=C1N=C(N=C2)N[C@@H](C)C2=CC=C(C=C2)C(=O)N2CCC(CC2)O)=O)(C)C